N-[4-(4-cyano-1H-pyrazol-1-yl)-3-sulfamoylphenyl]-2-(2-methoxyphenyl)acetamide C(#N)C=1C=NN(C1)C1=C(C=C(C=C1)NC(CC1=C(C=CC=C1)OC)=O)S(N)(=O)=O